Sodium (E)-2-((3-(2-(Thiophen-2-yl)vinyl)-1H-pyrazol-1-yl)methoxy)propanoate S1C(=CC=C1)/C=C/C1=NN(C=C1)COC(C(=O)[O-])C.[Na+]